NC1=C(C=CC(=C1)F)NC(CCCCNC(=O)C1=CC=2CC\C(\C(C2C=C1)=O)=C/C1=CC(=CC(=C1)C(F)(F)F)C(F)(F)F)=O ((E)-N-(5-((2-amino-4-fluorophenyl)amino)-5-oxopentyl)-6-(3,5-bis(trifluoromethyl)-benzylidene)-5-oxo-5,6,7,8-tetrahydronaphthalene-2-carboxamide)